6-(tert-butyldimethylsilyl)-2,4-diethyl-1,2,4-triazine-3,5(2H,4H)-dione [Si](C)(C)(C(C)(C)C)C=1C(N(C(N(N1)CC)=O)CC)=O